1-[(5R,8aS)-5-methyl-3-(2-methylamino-benzimidazol-1-yl)-5,6,8a,9-tetrahydro-8H-7,10-dioxa-2,4,4b-triazaphenanthren-1-ylmethyl]-1H-[1,2,3]Triazole-4-carboxylic acid C[C@H]1N2C=3N=C(N=C(C3OC[C@@H]2COC1)CN1N=NC(=C1)C(=O)O)N1C(=NC2=C1C=CC=C2)NC